[Cu]=O copper oxide